tert-butyl (R)-(1-(6-chloro-5-cyanopyrazin-2-yl)piperidin-3-yl)carbamate ClC1=C(N=CC(=N1)N1C[C@@H](CCC1)NC(OC(C)(C)C)=O)C#N